OC1CN(CCC1)C1=C2CN(CC2=CC=C1)C(=O)OC(C)(C)C t-butyl 4-(3-hydroxypiperidin-1-yl)isoindoline-2-carboxylate